N-[(2E)-3-[(4-cyanophenyl)[(2-fluoroethyl)imino]oxo-λ6-sulfanyl]prop-2-en-1-yl]-2-oxo-1,2,5,6,7,8-hexahydroquinoline-3-carboxamide C(#N)C1=CC=C(C=C1)S(/C=C/CNC(=O)C=1C(NC=2CCCCC2C1)=O)(=O)=NCCF